3-{[dimethyl(oxo)-lambda6-sulfanylidene]amino}-N-[7-methoxy-4-(oxan-4-yl)-1H-1,3-benzodiazol-2-yl]benzamide CS(=O)(C)=NC=1C=C(C(=O)NC2=NC3=C(N2)C(=CC=C3C3CCOCC3)OC)C=CC1